FC=1C=CC(=NC1)NC(CN1C=2N(C(C3=C1C(N(C3)[C@H]3COCC3)=O)=O)N=C(C2)C2=NC=C(C=C2)C)=O N-(5-fluoropyridin-2-yl)-2-{2-(5-methylpyridin-2-yl)-5,8-dioxo-6-[(3R)-oxolan-3-yl]-5,6,7,8-tetrahydro-4H-pyrazolo[1,5-a]pyrrolo[3,4-d]pyrimidin-4-yl}acetamide